2-(2,6-dioxopiperidin-3-yl)-5-fluoro-6-(5-((4'-fluoro-5,5-dimethyl-3,4,5,6-tetrahydro-[1,1'-biphenyl]-2-yl)methyl)-2,5-diazabicyclo[2.2.2]oct-2-yl)isoindoline-1,3-dione O=C1NC(CCC1N1C(C2=CC(=C(C=C2C1=O)F)N1C2CN(C(C1)CC2)CC2=C(CC(CC2)(C)C)C2=CC=C(C=C2)F)=O)=O